(S)-4-(3-acetyl-5-ethoxy-2,8-dimethyl-1,4-dihydro-1,6-naphthyridin-4-yl)-3-(methoxy-d3)benzonitrile C(C)(=O)C1=C(NC2=C(C=NC(=C2[C@@H]1C1=C(C=C(C#N)C=C1)OC([2H])([2H])[2H])OCC)C)C